ClC1=NC=C(C(=N1)N1C=C(C2=CC=CC=C12)C(=O)[O-])F 1-(2-chloro-5-fluoro-pyrimidin-4-yl)-1H-indole-3-carboxylate